N1CCCCCC1.N1CCCCCC1 hexamethyleneimine (hexamethyleneimine)